NC1=NC=2C=CC=CC2C2=C1N=C(N2C[C@H](C)O[P@](=O)(OC2=CC=CC=C2)N[C@@H](C)C(=O)OC(C)C)COCC isopropyl ((S)-(((S)-1-(4-amino-2-(ethoxymethyl)-1H-imidazo[4,5-c]quinolin-1-yl) propan-2-yl) oxy)(phenoxy) phosphoryl)-L-alaninate